4-(2-chlorophenyl)-2-ethyl-7-(methylamino)-[1,3]thiazolo[4,5-d]pyrimidin-5-one ClC1=C(C=CC=C1)N1C(N=C(C2=C1N=C(S2)CC)NC)=O